6-(1,1-difluoroethyl)-N-[2-(3-hydroxy-3-methyl-butyl)-7-methoxy-imidazo[1,2-a]pyridin-6-yl]pyridine-2-carboxamide FC(C)(F)C1=CC=CC(=N1)C(=O)NC=1C(=CC=2N(C1)C=C(N2)CCC(C)(C)O)OC